2-[4-(3,5-difluorophenyl)-3-methoxy-6-oxopyridazin-1-yl]-N-(5-fluoropyrimidin-2-yl)acetamide FC=1C=C(C=C(C1)F)C=1C(=NN(C(C1)=O)CC(=O)NC1=NC=C(C=N1)F)OC